rac-(4aR,8aS)-6-[4-(phenoxymethyl)piperidine-1-carbonyl]-4,4a,5,7,8,8a-hexahydropyrido[4,3-b][1,4]oxazin-3-one O(C1=CC=CC=C1)CC1CCN(CC1)C(=O)N1C[C@@H]2[C@@H](OCC(N2)=O)CC1 |r|